1,3-bis(cyanopropyl)tetramethyldisiloxan C(#N)CCC[Si](O[Si](CCCC#N)(C)C)(C)C